2-Amino-N-{1-[8-chloro-5-(4-fluoropiperidin-1-yl)imidazo[1,5-a]pyridin-6-yl]ethyl}pyrazolo[1,5-a]pyrimidine-3-carboxamide bistrifluoroacetate FC(C(=O)O)(F)F.FC(C(=O)O)(F)F.NC1=NN2C(N=CC=C2)=C1C(=O)NC(C)C=1C=C(C=2N(C1N1CCC(CC1)F)C=NC2)Cl